1,1,2-trimethylpropylperoxy-2-ethylhexanoate CC(C(C)C)(C)OOC(C(=O)[O-])(CCCC)CC